(S)-3-(4-(4-Acryloyl-2-methylpiperazin-1-yl)-6-cyano-1-(2-isopropyl-4-methylpyridine-3-yl)-2-oxo-1,2-dihydropyrido[2,3-d]pyrimidin-7-yl)-4-(dimethylamino)benzoic acid methyl ester COC(C1=CC(=C(C=C1)N(C)C)C=1C(=CC2=C(N(C(N=C2N2[C@H](CN(CC2)C(C=C)=O)C)=O)C=2C(=NC=CC2C)C(C)C)N1)C#N)=O